6-bromo-5-fluoro-2,3-dihydrobenzo[d]isothiazole 1,1-dioxide BrC1=CC2=C(CNS2(=O)=O)C=C1F